N-((1S,2R)-2-hydroxy-2,3-dihydro-1H-inden-1-yl)acetamide O[C@H]1[C@H](C2=CC=CC=C2C1)NC(C)=O